(4-bromo-5-methoxy-2-oxopyridin-1(2H)-yl)acetic acid tert-butyl ester C(C)(C)(C)OC(CN1C(C=C(C(=C1)OC)Br)=O)=O